(6-((2-((5-(isoxazol-4-yl)-2-methoxy-6-(4-methylpiperazin-1-yl)pyridin-3-yl)amino)-7H-pyrrolo[2,3-d]pyrimidin-4-yl)amino)quinoxalin-5-yl)dimethylphosphine oxide O1N=CC(=C1)C=1C=C(C(=NC1N1CCN(CC1)C)OC)NC=1N=C(C2=C(N1)NC=C2)NC=2C(=C1N=CC=NC1=CC2)P(C)(C)=O